FC1=C(C(=CC=C1C(=O)C1=NNC2=NC=C(C=C21)C2=CC=NC=C2)F)NS(=O)(=O)CCC N-[2,6-difluoro-3-(5-pyridin-4-yl-1H-pyrazolo[3,4-b]pyridine-3-carbonyl)phenyl]propane-1-sulfonamide